C(C)(C)C=1C=NN2C1N=C(N=C2NC2CCN(CC2)C(=O)OC)NC(COC)C methyl 4-((8-isopropyl-2-((1-methoxypropan-2-yl)amino)pyrazolo[1,5-a][1,3,5]triazin-4-yl)amino)piperidine-1-carboxylate